C1(=C(C=CC=C1)C1=NNC(=C1)C(=O)N)C 3-(o-tolyl)-1H-pyrazole-5-carboxamide